ClC1=CC(=C(C=C1/C=N/O)N1C(NC(=CC1=O)C(C)(F)F)=O)F 3-{4-Chloro-2-fluoro-5-[(E)-(hydroxyimino)methyl]phenyl}-6-(1,1-difluoroethyl)pyrimidine-2,4(1H,3H)-dione